FC(C=1C=C2N=C(C(=NC2=CC1)C1=CC=CC=C1)C1=CC=CC=C1)(F)F 6-trifluoromethyl-2,3-diphenylquinoxaline